FC(C=1C=CC=2N(N1)C(=CN2)C2=CC(=NC=N2)N2CC(O[C@@H](C2)C)C(=O)N)F (6R)-4-(6-(6-(difluoromethyl)imidazo[1,2-b]pyridazin-3-yl)pyrimidin-4-yl)-6-methylmorpholine-2-carboxamide